FC1([C@H](C1)C=1N=C2N(C=C(C=C2)C(=O)OC)C1)F |r| methyl rac-2-(2,2-difluorocyclopropyl)imidazo[1,2-a]pyridine-6-carboxylate